2-[Bis-(2-fluoro-phenyl)-hydroxy-methyl]-7-chloro-3-ethyl-imidazo[1,2-a]pyridine-6-carboxylic acid (1-ethyl-1H-[1,2,4]triazol-3-yl)-amide C(C)N1N=C(N=C1)NC(=O)C=1C(=CC=2N(C1)C(=C(N2)C(O)(C2=C(C=CC=C2)F)C2=C(C=CC=C2)F)CC)Cl